C(=O)(O)CCP(CCC(=O)O)CCC(=O)O tris[2-carboxyethyl]phosphine